C(C)N(C(C1=C(C=CC(=C1)F)OC1=C(N=CN=N1)N1CC2(CN(C2)[C@@H](C(C)C)CCCN[C@H](CO)COC)CC1)=O)C(C)C N-ethyl-5-fluoro-2-((5-(2-((R)-6-(((R)-1-hydroxy-3-methoxypropan-2-yl)amino)-2-methylhexan-3-yl)-2,6-diazaspiro[3.4]octan-6-yl)-1,2,4-triazin-6-yl)oxy)-N-isopropylbenzamide